2-nitrodiazobenzene hydrochloride Cl.[N+](=O)([O-])C1C(C=CC=C1)=[N+]=[N-]